pentanoic acid phosphate P(=O)(O)(O)O.C(CCCC)(=O)O